N1C=NC=C1CN(C=1C=C(C=CC1)N(C(C(C)C)=O)CC(C)C)C N-[3-[1H-imidazol-5-ylmethyl(methyl)amino]phenyl]-N-isobutyl-2-methyl-propanamide